N,N-dimethyl-4-(spiro[cyclopentane-1,3'-pyrrolo[3,2-b]pyridin]-1'(2'H)-ylsulfonyl)benzenesulfonamide CN(S(=O)(=O)C1=CC=C(C=C1)S(=O)(=O)N1CC2(C3=NC=CC=C31)CCCC2)C